ClC1=CC=C(C=C1)CNC(=O)C=1C(=NSC1)C N-[(4-chlorophenyl)methyl]-3-methyl-1,2-thiazole-4-carboxamide